4'-bromo-2,2,2-trifluoroacetophenone BrC1=CC=C(C=C1)C(C(F)(F)F)=O